FC1=C(C(=O)N)C=CC(=N1)[Sn](C)(C)C 2-Fluoro-6-(trimethylstannyl)nicotinamide